CN1N=C(C(=C1)C(=O)NC1=CC2=C(C=N1)C=C(N2)C2=NC(=NC=C2)OCC(F)(F)F)C 1,3-dimethyl-N-(2-(2-(2,2,2-trifluoroethoxy)pyrimidin-4-yl)-1H-pyrrolo[3,2-c]pyridin-6-yl)-1H-pyrazole-4-carboxamide